[Si](C)(C)(C(C)(C)C)OCC(CCC)O 1-((tert-butyldimethylsilyl)oxy)pentan-2-ol